ClC=1C(=NC(=NC1)NC=1C=C2C(=NNC2=CC1)C=1C=NN(C1)C(C)C)NC1=C(C=CC=C1)P(C)(C)=O (2-((5-Chloro-2-((3-(1-isopropyl-1H-pyrazol-4-yl)-1H-indazol-5-yl)amino)pyrimidin-4-yl)amino)phenyl)dimethyl-phosphine oxide